C(CCCCCCCCCCCCCCCCCCCCCCC)O.[C] carbon 1-tetracosanol